methyl (S)-5-(7-((tert-butoxycarbonyl)(methyl)amino)-5-azaspiro[2.4]heptan-5-yl)pyrazine-2-carboxylate C(C)(C)(C)OC(=O)N([C@@H]1CN(CC12CC2)C=2N=CC(=NC2)C(=O)OC)C